11-(2-oxa-6-azaspiro[3.3]hept-6-yl)undecanoic acid C1OCC12CN(C2)CCCCCCCCCCC(=O)O